N-[(3R)-7-(5-tert-butyl-1,3,4-oxadiazol-2-yl)-4-oxo-3,5-dihydro-2H-1,5-benzothiazepine-3-Yl]carbamic acid tert-butyl ester C(C)(C)(C)OC(N[C@H]1CSC2=C(NC1=O)C=C(C=C2)C=2OC(=NN2)C(C)(C)C)=O